CSC=1N(C(=C(N1)C1=C2CCC(C2=CC=C1)=O)C1=CC(=NC=C1)NC(C)=O)COCC[Si](C)(C)C N-(4-(2-(methylthio)-4-(1-oxo-2,3-dihydro-1H-inden-4-yl)-1-((2-(trimethylsilyl)ethoxy)-methyl)-1H-imidazol-5-yl)pyridin-2-yl)acetamide